1-(4-chlorobenzyl)-5-methyl-1H-indazole-3-carboxamide ClC1=CC=C(CN2N=C(C3=CC(=CC=C23)C)C(=O)N)C=C1